3R-hydroxybutyrate O[C@@H](CC(=O)[O-])C